2-((1-acetylpiperidin-4-yl)amino)-5-fluoropyrimidin C(C)(=O)N1CCC(CC1)NC1=NC=C(C=N1)F